1,2-dioleoyloxypropyl-N,N,N-trimethyl-ammonium bromide [Br-].C(CCCCCCC\C=C/CCCCCCCC)(=O)OC(C(C)OC(CCCCCCC\C=C/CCCCCCCC)=O)[N+](C)(C)C